C(#N)N1[C@H](C[C@H](C1)OC)C(=O)N(C1=CC=C(C=C1)S(F)(F)(F)(F)F)C(C(=O)N(C)CC(=O)NC1CC1)C=1C=NC=CC1 (2R,4R)-1-cyano-N-[2-[[2-(cyclopropylamino)-2-oxo-ethyl]-methyl-amino]-2-oxo-1-(3-pyridyl)ethyl]-4-methoxy-N-[4-(pentafluoro-λ6-sulfanyl)phenyl]pyrrolidine-2-carboxamide